CC1=C(OC2=C(C1=O)C=C(C=C2[C@@H](C)NC=2C(=NC=CC2)C2=NOC(N2)=O)C)C2=CC=CC=C2 3-[3-[[(1R)-1-(3,6-dimethyl-4-oxo-2-phenyl-benzopyran-8-yl)ethyl]amino]-2-pyridinyl]-4H-1,2,4-oxadiazol-5-one